4,11-bis(tert-butoxycarbonylmethyl)-8-[3-(pent-4-yn-1-yldisulfanyl)propyl]-1,4,8,11-tetraazacyclotetradecane C(C)(C)(C)OC(=O)CN1CCNCCCN(CCN(CCC1)CCCSSCCCC#C)CC(=O)OC(C)(C)C